OCC=1C(NC(N([C@H]2[C@H](O)[C@H](O)[C@@H](CO)O2)C1)=O)=O 5-(hydroxymethyl)uridine